lithium gallium oxysulfide O=S.[Ga].[Li]